(5-(methoxymethyl)pyridin-2-yl)methanol GLYCERYLCAPRYLAT C(C(O)CO)C(C(=O)OCC1=NC=C(C=C1)COC)CCCCCC